[Hf].C(CCOC1=C(C=C(C=C1CC)Cl)C=1C(=C(C=C(C1)C(C)(CC(C)(C)C)C)N1C2=CC=C(C=C2C=2C=C(C=CC12)C(C)(C)C)C(C)(C)C)O)OC1(C(=CC(=CC1N1C2=CC=C(C=C2C=2C=C(C=CC12)C(C)(C)C)C(C)(C)C)C(C)(CC(C)(C)C)C)C1=CC(=CC(=C1)Cl)CC)O 2',2''-(propane-1,3-diylbis(oxy))bis(5'-chloro-3-(3,6-di-tert-butyl-9H-carbazol-9-yl)-3'-ethyl-5-(2,4,4-trimethylpentan-2-yl)biphenyl-2-ol) hafnium